6'-chloro-1'-((2-(trimethylsilyl)ethoxy)methyl)-2,3,5,6-tetrahydrospiro[pyran-4,3'-pyrrolo[2,3-b]pyridin]-2'(1'H)-one ClC1=CC=C2C(=N1)N(C(C21CCOCC1)=O)COCC[Si](C)(C)C